methylbutane-1,3-diamine CC(CC(C)N)N